CNCCCC1=CC=CC=C1 N-methyl-3-phenylpropane-1-amine